rubidium-iridium [Ir].[Rb]